FC(OC1CN(CCC1)C1CCN(CC1)C=1SC(=CN1)C(=O)NCC1=NC=C(C=C1F)F)F 2-[3-(difluoromethoxy)[1,4'-bipiperidine]-1'-yl]-N-[(3,5-difluoropyridin-2-yl)methyl]-1,3-thiazole-5-carboxamide